OC(C(=O)OCC1=CC=CC=C1)C1CCC1 benzyl 2-hydroxy-2-cyclobutylacetate